S(=O)(=O)([O-])[O-].O[N+]1=CN=CC=C1.O[N+]1=CN=CC=C1 hydroxypyrimidinium sulfate